BrC=1C=C(C(=NC1)NC(=S)NC1=C(C=C(C=C1)[N+](=O)[O-])OC)O 1-(5-bromo-3-hydroxypyridin-2-yl)-3-(2-methoxy-4-nitrophenyl)thiourea